C(#N)C=1C=C(C=CC1)[C@H](CC(=O)NC)NC1=NC(=NC=2CCCCC12)N1CC2(CN(C2)C(=O)OC(C)(C)C)CC1 tert-butyl (S)-6-(4-((1-(3-cyanophenyl)-3-(methylamino)-3-oxopropyl)amino)-5,6,7,8-tetrahydroquinazolin-2-yl)-2,6-diazaspiro[3.4]octane-2-carboxylate